2-chloro-3-fluoro-N-(pivaloyloxy)benzamide ClC1=C(C(=O)NOC(C(C)(C)C)=O)C=CC=C1F